ClC1=C2C(=NC=C1C1=C(C(=CC=C1)C1=NC=CC(=C1C)CC#N)F)NC[C@]21C[C@](CC1)(C#N)C (1R,3S)-4'-Chloro-5'-(3-(4-(cyanomethyl)-3-methylpyridin-2-yl)-2-fluorophenyl)-3-methyl-1',2'-dihydrospiro[cyclopentane-1,3'-pyrrolo[2,3-b]pyridine]-3-carbonitrile